2-[(3S,5S)-3,5-dimethyl-4-(pyridazin-3-ylmethyl)piperazin-1-yl]-6-fluoro-4-isobutyl-benzonitrile C[C@H]1CN(C[C@@H](N1CC=1N=NC=CC1)C)C1=C(C#N)C(=CC(=C1)CC(C)C)F